OC1=CC=C(CCCNC=O)C=C1 N-(4-hydroxybenzyl-ethyl)formamide